[13CH2]=O formaldehyde-13C